4-[3-(5-Fluoro-2-pyridyl)-1-methyl-pyrazol-4-yl]-1H-pyrrolo[2,3-b]pyridine-5-carbonitrile FC=1C=CC(=NC1)C1=NN(C=C1C1=C2C(=NC=C1C#N)NC=C2)C